dibenzyl (3-hydroxy-2-methylpropyl) phosphate P(=O)(OCC1=CC=CC=C1)(OCC1=CC=CC=C1)OCC(CO)C